4-{2-[4-(4,4,5,5-tetramethyl-1,3,2-dioxaborolan-2-yl)pyrazol-1-yl]ethyl}-1,4-oxazinane CC1(OB(OC1(C)C)C=1C=NN(C1)CCN1CCOCC1)C